FC(C=1C=C(C(=C(C#N)C1)C)OC1=C(N=CN(C1=O)CC=1C(NC(=CC1)COC)=O)C(C(F)F)(F)F)F 5-(difluoromethyl)-3-((1-((6-(methoxymethyl)-2-oxo-1,2-dihydropyridin-3-yl)methyl)-6-oxo-4-(1,1,2,2-tetrafluoroethyl)-1,6-dihydropyrimidin-5-yl)oxy)-2-methylbenzonitrile